3-[(1r,5s,6r)-6-(ethoxycarbonyl)-3-azabicyclo[3.1.0]hex-3-yl]-8-azabicyclo[3.2.1]octane-8-carboxylic acid ethyl ester C(C)OC(=O)N1C2CC(CC1CC2)N2C[C@H]1C([C@H]1C2)C(=O)OCC